O=C1N2[C@H](OC13CCN(CC3)C3=CC=C(C=1N3N=CC1C#N)C#N)CC[C@H]2C2=CC=CC=C2 7-[(5'S,7a'R)-3'-oxo-5'-phenyltetrahydro-1H,3'H-spiro[piperidine-4,2'-pyrrolo[2,1-b][1,3]oxazol]-1-yl]pyrazolo[1,5-a]pyridine-3,4-dicarbonitrile